(S)-6,9-Difluoro-3-methyl-2,3,4,5-tetrahydro-1H-pyrido[4,3-b]indole FC1=CC=C(C=2C3=C(NC12)C[C@@H](NC3)C)F